C1(CC1)N1N=CC(=C1)C=1C=C(C=CC1)N(C(=O)[C@@H]1CC[C@H](CC1)C(=O)OC(C)C)C[C@@H]1CC[C@H](CC1)C1=CC(=C(C=C1)OC)C trans-Isopropyl 4-((3-(1-cyclopropyl-1H-pyrazol-4-yl)phenyl)((trans-4-(4-methoxy-3-methylphenyl)cyclohexyl)methyl)carbamoyl)-cyclohexanecarboxylate